C(C)(C)C1OCCC(C1)C(=O)O 2-isopropyltetrahydro-2H-pyran-4-carboxylic acid